4-benzyl-2-(5-bromothiophen-2-yl)morpholine C(C1=CC=CC=C1)N1CC(OCC1)C=1SC(=CC1)Br